4''-n-pentyl-4-cyanoterphenyl C(CCCC)C1=CC=C(C=C1)C=1C(=CC=CC1)C1=CC=C(C=C1)C#N